9-(heptadecan-9-yloxy)-2-(hydroxymethyl)-9-oxononyl (9Z,12Z)-octadeca-9,12-dienoate C(CCCCCCC\C=C/C\C=C/CCCCC)(=O)OCC(CCCCCCC(=O)OC(CCCCCCCC)CCCCCCCC)CO